C(#N)C[C@@H]1N(CCN(C1)C=1C2=C(N=C(N1)OC[C@H]1N(CC(C1)(C)C)C)CN(CC2)C2=CC=CC1=CC=CC(=C21)C)C(=O)OCC2=CC=CC=C2 Benzyl (2S)-2-(cyanomethyl)-4-[7-(8-methyl-1-naphthyl)-2-[[(2S)-1,4,4-trimethylpyrrolidin-2-yl]methoxy]-6,8-dihydro-5H-pyrido[3,4-d]pyrimidin-4-yl]piperazine-1-carboxylate